COC[C@H]1CN(CCN1)C1CCC(CC1)N1N=C2C=C(C(=CC2=C1)[N+](=O)[O-])C(=O)OC methyl 2-((1R,4r)-4-((R)-3-(methoxymethyl)piperazin-1-yl)cyclohexyl)-5-nitro-2H-indazole-6-carboxylate